(R)-N-(1-(3-(5-(Aminomethyl)thiophen-2-yl)phenyl)ethyl)-2-methyl-5-(piperidin-4-ylamino)benzamide dihydrochloride Cl.Cl.NCC1=CC=C(S1)C=1C=C(C=CC1)[C@@H](C)NC(C1=C(C=CC(=C1)NC1CCNCC1)C)=O